all-cis-eicosa-5,8,11,14-tetraenoic acid CCCCC/C=C\C/C=C\C/C=C\C/C=C\CCCC(=O)O